(R)-N-(4-(4-amino-(4-phenoxyphenyl)-1H-pyrazolo[3,4-d]pyrimidin-1-yl)cyclohexyl)-2-(methylamino)-pentanoic acid amide hydrochloride Cl.NC1=C2C(=NC=N1)N(N=C2C2=CC=C(C=C2)OC2=CC=CC=C2)C2CCC(CC2)NC([C@@H](CCC)NC)=O